C4-bromo-2-(propan-2-yl)benzenesulfonamide acetate C(C)(=O)O.BrC1=CC(=C(C=C1)S(=O)(=O)N)C(C)C